2-((6-methoxy-2-methyl-1,2,3,4-tetrahydroisoquinolin-7-yl)amino)-4-((2-(3-methylisoxazol-5-yl)phenyl)amino)pyrimidine-5-carboxamide COC=1C=C2CCN(CC2=CC1NC1=NC=C(C(=N1)NC1=C(C=CC=C1)C1=CC(=NO1)C)C(=O)N)C